NC=1C(=C(C=C2C=C(N=CC12)NC(=O)NC1CN(C1)C)C=1C=NC=2CCCNC2C1C)F 1-(8-Amino-7-fluoro-6-(4-methyl-5,6,7,8-tetrahydro-1,5-naphthyridin-3-yl)isoquinolin-3-yl)-3-(1-methylazetidin-3-yl)urea